COC(=O)C=1C=NC(=CC1OC1=CC=CC=C1)Br 6-bromo-4-phenoxy-pyridine-3-carboxylic acid methyl ester